4-fluoro-2-methyl-6-(6-methyl-1H-pyrrolo[2,3-b]pyridin-3-yl)-1-(1-methylpiperidin-4-yl)-1H-benzo[d]imidazole FC1=CC(=CC=2N(C(=NC21)C)C2CCN(CC2)C)C2=CNC1=NC(=CC=C12)C